C(C1=CC=CC=C1)N1C(C=2C=C(N=CC2C=C1)CNC(OC(C)(C)C)=O)C tert-Butyl ((6-benzyl-5-methyl-5,6-dihydro-2,6-naphthyridin-3-yl)methyl)carbamate